8-(4-chloro-2-fluorophenyl)-2,3-dimethyl-6-[(2R,4R)-2-(1-methyl-1H-pyrazol-4-yl)oxan-4-yl]-3H,4H-pyrimido[5,4-d][1,3]diazin-4-one ClC1=CC(=C(C=C1)C1=NC(=NC2=C1N=C(N(C2=O)C)C)[C@H]2C[C@@H](OCC2)C=2C=NN(C2)C)F